C1CC12C(OCCC2)=O 5-oxaspiro[2.5]octan-4-one